N-(4-(8-amino-3-cyclopentylimidazo[1,5-a]pyrazin-1-yl)benzyl)-2-methoxybenzamide NC=1C=2N(C=CN1)C(=NC2C2=CC=C(CNC(C1=C(C=CC=C1)OC)=O)C=C2)C2CCCC2